4-(3-methylbut-1-yn-1-yl)-7-((6-oxopyrimidin-1(6H)-yl)methyl)-4-(trifluoromethyl)-3,4-dihydroquinazolin-2(1H)-one CC(C#CC1(NC(NC2=CC(=CC=C12)CN1C=NC=CC1=O)=O)C(F)(F)F)C